C(C1=CC=CC=C1)OC1CN(CCC1)C1=CC=C(C=C1)[N+](=O)[O-] 3-(benzyloxy)-1-(4-nitrophenyl)piperidine